bis(2-ethyloctyl) carbonate C(OCC(CCCCCC)CC)(OCC(CCCCCC)CC)=O